palmitoyl-2-arachidonoyl-sn-glycero-3-phosphoethanolamine C(CCCCCCCCCCCCCCC)(=O)C(OP(OC[C@@H](CO)OC(CCC\C=C/C\C=C/C\C=C/C\C=C/CCCCC)=O)(=O)O)CN